CC1CNCCC1C1=CC(=C(C=C1)OCC(F)(F)F)F 3-Methyl-4-(3-fluoro-4-(trifluoroethoxy)phenyl)piperidine